Cl.FC=1C=C(C=C(C1)F)C1CC=NN1C(=O)C12CC(C1)(C2)CNN (5-(3,5-difluorophenyl)-4,5-dihydro-1H-pyrazol-1-yl)(3-(hydrazineylmethyl)-bicyclo[1.1.1]pentan-1-yl)methanone hydrochloride